FC(CN1CCNCC[C@H]1C)F (R)-N-(2,2-difluoroethyl)-7-methyl-1,2,3,4,6,7-hexahydro-[1,4]diazepine